7-chloro-1-ethyl-2-oxo-1,2-dihydro-1,6-naphthyridine-3-carboxylic acid ClC1=NC=C2C=C(C(N(C2=C1)CC)=O)C(=O)O